C(#N)C1=CC=C(CNC(OCCOC)=O)C=C1 2-methoxyethyl (4-cyanobenzyl)carbamate